(4-(3-Fluorobenzyloxy)phenyl)methanol FC=1C=C(COC2=CC=C(C=C2)CO)C=CC1